OC=1C=C(C=CC1O)NC(=O)N1CC2=CC=CC=C2CC1 3,4-dihydro-N-(3,4-dihydroxyphenyl)isoquinoline-2(1H)-carboxamide